Cl.NC(C(=O)N1CCN(CC1)C(=O)NC1=NC(N(C=C1)C1=CC=C(C=C1)CN1CCC(CC1)(C)CN)=O)(C)C 4-(2-Amino-2-methylpropanoyl)-N-[1-(4-{[4-(aminomethyl)-4-methylpiperidin-1-yl]methyl}phenyl)-2-oxo-1,2-dihydropyrimidin-4-yl]piperazine-1-carboxamide hydrochloride salt